FC(C(C(F)(F)F)(O)CNC1=NC(=NC=C1F)C1=NN(C(=C1)C1=NOC=C1)CC1=C(C=CC=C1)F)(F)F 1,1,1,3,3,3-Hexafluoro-2-(((5-fluoro-2-(1-(2-fluorobenzyl)-5-(isoxazol-3-yl)-1H-pyrazol-3-yl)pyrimidin-4-yl)amino)methyl)propan-2-ol